4-(2-fluoro-6-methoxyphenyl)-2-(2-(((3s,5r)-5-(hydroxymethyl)pyrrolidin-3-yl)amino)-6-methylpyrimidin-4-yl)-2,3-dihydro-1H-pyrrolo[3,4-c]pyridin-1-one FC1=C(C(=CC=C1)OC)C1=NC=CC2=C1CN(C2=O)C2=NC(=NC(=C2)C)N[C@@H]2CN[C@H](C2)CO